C(C(C)C)OC(C(CCCBr)(C)C)=O 5-bromo-2,2-dimethyl-pentanoic acid isobutyl ester